C(C)(C)(C)OC(=O)N1CCC(CC1)C1=NC=CC(=C1Cl)N 4-(4-amino-3-chloropyridin-2-yl)piperidine-1-carboxylic acid tert-butyl ester